3-(3-(1H-pyrrolo[2,3-b]pyridin-5-yl)phenyl)-N-(3,4-difluorophenyl)acrylamide N1C=CC=2C1=NC=C(C2)C=2C=C(C=CC2)C=CC(=O)NC2=CC(=C(C=C2)F)F